lithium tetrachloride aluminum [Al+3].[Cl-].[Cl-].[Cl-].[Cl-].[Li+]